C(C)(C)(C)OC(N(C)C=1C=CC=2N(C1)C(=CN2)C=2C=C1C(=CN2)NC=C1)=O (3-(1H-pyrrolo[2,3-c]pyridin-5-yl)imidazo[1,2-a]pyridin-6-yl)(methyl)carbamic acid tert-butyl ester